N-(3-((2S,5R)-5-((S)-(3-Fluorophenyl)(hydroxy)methyl)pyrrolidin-2-yl)phenyl)methanesulfonamide FC=1C=C(C=CC1)[C@@H]([C@H]1CC[C@H](N1)C=1C=C(C=CC1)NS(=O)(=O)C)O